ClC1=C(C=C(C=C1)C1=NN(C=C1)C)CNC1=NN2C(NC(=CC2=O)CC)=N1 2-[[2-chloro-5-(1-methylpyrazol-3-yl)phenyl]methylamino]-5-ethyl-4H-[1,2,4]triazolo[1,5-a]pyrimidin-7-one